bis(3-(2-(dimethylamino)ethyl)-5-methoxy-1H-indol-1-yl)methanone di-formate C(=O)O.C(=O)O.CN(CCC1=CN(C2=CC=C(C=C12)OC)C(=O)N1C=C(C2=CC(=CC=C12)OC)CCN(C)C)C